ClC1=C(C(=CC=C1)Cl)NC=1C(C(C1N(CC1=NC=C(C=C1)C1=NOC(=N1)C(F)(F)F)C)=O)=O ((2,6-dichlorophenyl)amino)-4-(methyl((5-(5-(trifluoromethyl)-1,2,4-oxadiazol-3-yl)pyridin-2-yl)methyl)amino)cyclobut-3-ene-1,2-dione